(S)-3-(4-fluoro-2',5,6'-trimethyl-[1,1'-biphenyl]-3-yl)-3-((S)-2-(3-(2-(3-(trifluoromethyl)azetidin-1-yl)ethyl)-5-methyl-6-oxopyridazin-1(6H)-yl)-4-Methylvalerylamino)propionate FC1=C(C=C(C=C1C)C1=C(C=CC=C1C)C)[C@H](CC(=O)[O-])NC([C@H](CC(C)C)N1N=C(C=C(C1=O)C)CCN1CC(C1)C(F)(F)F)=O